C1(CCCC1)[C@@H]1NC2=CC=CN=C2[C@@H]([C@H]1CCC)NC(OCC1=CC=CC=C1)=O |r| Benzyl ((2SR,3SR,4RS)-2-cyclopentyl-3-propyl-1,2,3,4-tetrahydro-1,5-naphthyridin-4-yl)carbamate